6-(2,4-dichlorophenyl)-5-(4-((1-(3-fluoropropyl)azetidin-3-ylidene)methyl)phenyl)-7,8-dihydronaphthalene-2-carboxylic acid hydrochloride Cl.ClC1=C(C=CC(=C1)Cl)C1=C(C=2C=CC(=CC2CC1)C(=O)O)C1=CC=C(C=C1)C=C1CN(C1)CCCF